N-{1-[2-(1-methylethyl)pyridin-4-yl]-1H-pyrazol-4-yl}-2-(1H-pyrazol-4-yl)-1,3-thiazole-4-carboxamide CC(C)C1=NC=CC(=C1)N1N=CC(=C1)NC(=O)C=1N=C(SC1)C=1C=NNC1